7-cyclopentyl-N,N-dimethyl-7H-pyrrolo[2,3-d]pyrimidine-6-carboxamide C1(CCCC1)N1C(=CC2=C1N=CN=C2)C(=O)N(C)C